C1(=CC=CC=C1)[Si](C1=CC=C(C=C1)CN1C2=CC=CC=C2C=2CCCCC12)(C1=CC=CC=C1)C1=CC=CC=C1 9-[(4-triphenylsilylphenyl)methyl]-2,3-dihydro-1H-carbazol